CNC(C1=CC=CC=C1)C=1C=C(C=C2CCOCC12)C=1C=C2C(=NC1)NC=C2C N-methyl-1-(6-(3-methyl-1H-pyrrolo[2,3-b]pyridin-5-yl)isochroman-8-yl)-1-phenylmethylamine